(9H-fluorene-9,9-diyl)bis(phenyl-methanone) C1=CC=CC=2C3=CC=CC=C3C(C12)(C(=O)C1=CC=CC=C1)C(=O)C1=CC=CC=C1